C(#N)C=1C=C(C=CC1)CC(C=1SC2=C(N1)C=CC(=C2)OCC(C)C)NS(=O)(=O)C2=CC=CC=C2 N-[2-(3-cyanophenyl)-1-(6-isobutoxy-1,3-benzothiazol-2-yl)ethyl]benzenesulfonamide